tetrahydropyrene-2,7-dicarboxylate C1C(CC2C=CC3=CC(=CC4=CC=C1C2=C34)C(=O)[O-])C(=O)[O-]